CN(C1=CC=CC=C1)CC(C)O N-methyl-N-β-hydroxypropylaniline